N,N-dimethyl-4-nitro-3-(prop-1-en-2-yl)aniline CN(C1=CC(=C(C=C1)[N+](=O)[O-])C(=C)C)C